C(C)OC(=O)C1=CC2=C(S1)CC(C2)(C(=O)O)C 2-ethoxycarbonyl-5-methyl-4,6-dihydrocyclopenta[b]thiophene-5-carboxylic acid